3-(3-(2-(6-(methoxymethoxy)-3-phenyl-3a-(1-phenylvinyl)-1,3a,4,5,6,6a-hexahydropentalen-2-yl)ethoxy)propoxy)propanoic acid COCOC1CCC2(C(=C(CC12)CCOCCCOCCC(=O)O)C1=CC=CC=C1)C(=C)C1=CC=CC=C1